1-(2-azabicyclo[2.1.1]hexan-5-yl)-8-(2-cyanoethyl)-7-(2,3-dichloro-6-hydroxyphenyl)-4-(3-(dimethylamino)azetidin-1-yl)-6-fluoro-1H-imidazo[4,5-c]quinolin C12NCC(C1N1C=NC=3C(=NC=4C(=C(C(=CC4C31)CCC#N)C3=C(C(=CC=C3O)Cl)Cl)F)N3CC(C3)N(C)C)C2